C12N(CC(NC1)CC2)C=2C(=C1CN(CC1=CC2)C2C(NC(CC2)=O)=O)F 5-(2,5-diazabicyclo[2.2.2]octan-2-yl)-2-(2,6-dioxopiperidin-3-yl)-4-fluoroisoindoline